C(C)(=O)N1CCN(CC1)CC1=CC=C(C=C1)[C@H](C)NC=1N=CC2=C(N1)N(C(C=C2)=O)CCC 2-{[(1S)-1-{4-[(4-acetylpiperazin-1-yl)methyl]phenyl}ethyl]amino}-8-propylpyrido[2,3-d]pyrimidin-7(8H)-one